[2H][C@](C[2H])(C)C1=CN=C2N1C=C(C=C2NC2CCN(CC2)C[C@@H]2CN(CCO2)C(=O)OC(C)(C)C)C(F)(F)F |&1:1| tert-butyl (2R)-2-[[4-[[3-[rac-1,2-dideuterio-1-methyl-ethyl]-6-(trifluoromethyl)imidazo[1,2-a]pyridin-8-yl]amino]-1-piperidyl]methyl]morpholine-4-carboxylate